NC=1CC(=CC2=C(N1)C=C(S2)CCCCCNC(CCOCCOCCOCCOCCOCCOCCOCCOCCOCCOCCC(=O)O)=O)C(N(CCCNC(COC(F)(F)F)=O)CCC)=O 40-(5-amino-7-(propyl(3-(2-(trifluoromethoxy)acetamido)propyl)carbamoyl)-6H-thieno[3,2-b]azepin-2-yl)-34-oxo-4,7,10,13,16,19,22,25,28,31-decaoxa-35-azatetracontanoic acid